C(\C=C\CCCCCCC)(=O)O trans-2-decenoic acid